CNC1=C(OC2=CC=CC=C2C1=O)C1=CC=CC=C1 methylaminoflavone